Cl.CN(CCC[C@](C#N)(C(C)C)C1=CC=CC=C1)CCC1=CC=CC=C1 (2S)-5-[methyl(2-phenylethyl)amino]-2-phenyl-2-propan-2-ylpentanenitrile, hydrochloride